4-methyl-3-((1-(1-(piperidin-4-yl)-1H-pyrazol-4-yl)-1H-benzo[d]imidazol-5-yl)ethynyl)-N-(4-(trifluoromethyl)pyridin-2-yl)benzamide CC1=C(C=C(C(=O)NC2=NC=CC(=C2)C(F)(F)F)C=C1)C#CC1=CC2=C(N(C=N2)C=2C=NN(C2)C2CCNCC2)C=C1